Octadecenal CCCCCCCCCCCCCCCC=CC=O